methyl ((R)-2-((3-cyano-5-fluorobenzyl) oxy)nonadecyl) hydrogen phosphate P(=O)(OC)(OC[C@@H](CCCCCCCCCCCCCCCCC)OCC1=CC(=CC(=C1)F)C#N)O